C(C)OC(=O)C=1N=NN(C1C(F)(F)F)C1=C2C=C[N+](=CC2=CC=C1)[O-] 5-(4-(ethoxycarbonyl)-5-(trifluoromethyl)-1H-1,2,3-triazol-1-yl)isoquinoline 2-oxide